2-[(2E)-2-(aminomethyl)-3-fluoroprop-2-en-1-yl]-4-[3-(6-chloropyridin-3-yl)phenyl]-2,4-dihydro-3H-1,2,4-triazol-3-one hydrochloride Cl.NC/C(/CN1N=CN(C1=O)C1=CC(=CC=C1)C=1C=NC(=CC1)Cl)=C\F